6-(2,4-dimethoxypyrimidin-5-yl)-3-fluoro-8-[(1S,2S)-2-[5-(trifluoromethyl)-2-pyridyl]cyclopropyl]imidazo[1,2-b]pyridazine COC1=NC=C(C(=N1)OC)C=1C=C(C=2N(N1)C(=CN2)F)[C@@H]2[C@H](C2)C2=NC=C(C=C2)C(F)(F)F